IC1=CC(=NC(=C1)N1CCOCC1)N1C[C@H](CC1)O (S)-1-(4-iodo-6-morpholinylpyridin-2-yl)pyrrolidin-3-ol